NC1=NC(=NC(=C1NC=O)N)C1=NN(C2=NC=C(C=C21)F)CC2=C(C=CC=C2)F N-{4,6-diamino-2-[5-fluoro-1-(2-fluorobenzyl)-1H-pyrazolo[3,4-b]pyridin-3-yl]pyrimidin-5-yl}carboxamide